CC1(O[C@@H]2[C@H](O[C@H]([C@@H]2O1)OC)CO)C Methyl 2,3-O-(1-methylethylidene)-β-D-ribofuranoside